C(CCCCC(=O)OC(C)(C)C)(=O)OCOC(=O)N(C)C(C(=O)C1=CC2=C(OCO2)C=C1)C {[2-(2H-1,3-benzodioxol-5-yl)-1-methyl-2-oxoethyl]-N-methylaminocarbonyloxy}methyl tert-butyl adipate